4-(bromomethyl)-2,6-dichloronicotinic acid methyl ester COC(C1=C(N=C(C=C1CBr)Cl)Cl)=O